F[C@@H]1[C@H](C[C@@]2(CC[C@H]1N2)C)N(C=2N=NC(=CN2)C2=C(C=C(C=C2)N2C=NC=C2)O)C 2-(3-(((1S,3S,4S,5R)-4-fluoro-1-methyl-8-azabicyclo[3.2.1]octan-3-yl)(methyl)amino)-1,2,4-triazin-6-yl)-5-(1H-imidazol-1-yl)phenol